(S)-N-benzyl-N-(3-((t-butoxycarbonyl)amino)butanoyl)glycine methyl ester COC(CN(C(C[C@H](C)NC(=O)OC(C)(C)C)=O)CC1=CC=CC=C1)=O